tert-butyl (2R,5S)-4-(7-chloro-6-fluoro-1-(2-isopropyl-4-(methylthio)pyridin-3-yl)-2-carbonyl-1,2-dihydropyrido[2,3-d]pyrimidin-4-yl)-2,5-dimethylpiperazine-1-carboxylate ClC=1C(=CC2=C(N(C(N=C2N2C[C@H](N(C[C@@H]2C)C(=O)OC(C)(C)C)C)=C=O)C=2C(=NC=CC2SC)C(C)C)N1)F